6-[1-[1-[2-Cyano-4-(2,2-difluoroethylamino)-4-methyl-pent-2-enoyl]-4-piperidyl]-5-methyl-pyrazol-4-yl]-4-methoxy-pyrazolo[1,5-a]pyridine-3-carbonitrile C(#N)C(C(=O)N1CCC(CC1)N1N=CC(=C1C)C=1C=C(C=2N(C1)N=CC2C#N)OC)=CC(C)(C)NCC(F)F